COC1=C(C=C(C=C1)N)C1=C(C=CC=C1N)OC 2,2'-dimethoxy-5,6'-diaminobiphenyl